ClC1=NC=C(C(=N1)N(C)C)C1=CC=C(C(=O)N2[C@@H](CC[C@@H]2C2=C(C=CC=C2)Cl)C(=O)O)C=C1 (2S,5R)-1-(4-(2-chloro-4-(dimethylamino)pyrimidin-5-yl)benzoyl)-5-(2-chlorophenyl)pyrrolidine-2-carboxylic acid